(S)-4-fluoro-1-(oxetan-2-ylmethyl)-2-(2,3,6-trifluoro-4-(5-fluoro-6-((5-(trifluoromethyl)thiazol-2-yl)methoxy)pyridin-2-yl)benzyl)-1H-benzo[d]imidazole-6-carboxylic acid FC1=CC(=CC=2N(C(=NC21)CC2=C(C(=C(C=C2F)C2=NC(=C(C=C2)F)OCC=2SC(=CN2)C(F)(F)F)F)F)C[C@H]2OCC2)C(=O)O